(3R,7S)-2-(4-Bromo-3-chlorobenzoyl)-7-(hydroxymethyl)-3-methyl-9-(1-(6-(trifluoromethyl)pyridin-3-yl)ethyl)-1,2,3,4,8,9-hexahydropyrido[4',3':3,4]pyrazolo[1,5-a]pyrazin-10(7H)-one BrC1=C(C=C(C(=O)N2CC=3C(=NN4C3C(N(C[C@H]4CO)C(C)C=4C=NC(=CC4)C(F)(F)F)=O)C[C@H]2C)C=C1)Cl